FC1=C(C=NC=2C=CC(NC12)=O)C 4-fluoro-3-methyl-6-oxo-5,6-dihydro-1,5-naphthyridine